O=C1NC(CCC1N1C(C2=CC=C(C=C2C1=O)N1CCNCC1)=O)=O (2,6-dioxopiperidin-3-yl)-5-(piperazin-1-yl)isoindoline-1,3-dione